O1CCNCC12COCCN(C2)C(=O)OC(C)(C)C tert-butyl 1,8-dioxa-4,11-diazaspiro[5.6]dodecane-11-formate